ClC1=CC(=CC=C1)C(=O)OO m-chloro-perbenzoic acid